(R)-1'-(4-(4-(Dimethoxymethyl)piperidin-1-yl)phenyl)-3',4'-dihydro-1'H-spiro[cyclopentane-1,2'-naphthalen]-6'-ol COC(C1CCN(CC1)C1=CC=C(C=C1)[C@H]1C2(CCC3=CC(=CC=C13)O)CCCC2)OC